(vinyl-phosphoric acid), sodium salt [Na+].C(=C)OP([O-])([O-])=O.[Na+]